4-(methyl-d3)-4,5,6,7-tetrahydropyrazolo[1,5-a]pyrimidine C(N1C=2N(CCC1)N=CC2)([2H])([2H])[2H]